C(C)(C)(C)OC(NCC1=NNC(C2=CC=C(C=C12)C=1C=NN(C1N1C(C2(C3=CC=CC=C13)CC2)=O)C)=O)=O ((7-(1-methyl-5-(2'-oxospiro[cyclopropan-1,3'-indoline]-1'-yl)-1H-pyrazol-4-yl)-4-oxo-3,4-dihydro-phthalazin-1-yl)methyl)carbamic acid tert-butyl ester